SC(COCCC)C 1-(2-mercaptopropyloxy)-propane